CC1(OB(OC1(C)C)C1=CC=C(CBr)C=C1)C 4-(4,4,5,5-tetramethyl-1,3,2-dioxaborolan-2-yl)benzyl bromide